C(#N)COC1=C(C=2NC3=CC=CC=C3C2C=C1)C(=O)N cyanomethyloxy-carbazole-carboxamide